C(CC)C1=C(C(=C(C=C1)OC(C)(C1CCCCC1)C1CCCCC1)F)F 4-propyldicyclohexyl-2,3-difluorophenetole